((2S,3R,4R)-2-cyclopropyl-4-((6-fluoropyridin-2-yl)amino)-3-methyl-3,4-dihydroquinolin-1(2H)-yl)ethanone C1(CC1)[C@@H]1N(C2=CC=CC=C2[C@@H]([C@H]1C)NC1=NC(=CC=C1)F)C(C)=O